C12CCC(C3C4CCC(C13)C4)C2 perhydro-1,4-methano-5,8-methanonaphthalene